2,6-dihydro-3H-indeno[1,2-e][1,3,4]oxadiazepine-5a(5H)-carboxylate N=1NCOCC2(C1C1=CC=CC=C1C2)C(=O)[O-]